[OH-].C[N+](C)(C)C TetraMethylAmmonium hydroxide